Methyl 6-(5,5-difluoro-2-azaspiro[3.4]octan-2-yl)quinoline-4-carboxylate FC1(C2(CN(C2)C=2C=C3C(=CC=NC3=CC2)C(=O)OC)CCC1)F